N,N-biscarboxymethylglycine C(=O)(O)CN(CC(=O)O)CC(=O)O